S1C2=C(C=C1)C(C=CC2=O)=O benzo[b]thiophene-4,7-dione